FC=1C=NN2C1C(NC1=C(C(=CC=C21)CN2CC=1C(CC2)=NN(C1)C=1C(=NC=CC1)C(=O)NC)F)=O (5-((3,6-difluoro-4-oxo-4,5-dihydropyrazolo[1,5-a]quinoxalin-7-yl)methyl)-4,5,6,7-tetrahydro-2H-pyrazolo[4,3-c]pyridin-2-yl)-N-methylpicolinamide